N,N'-((octane-1,8-diylbis(oxy))bis(5-(tert-butyl)-3,1-phenylene))bis(1-(2,5-dimethoxyphenyl)-5-methyl-1H-1,2,3-triazole-4-carboxamide) C(CCCCCCCOC=1C=C(C=C(C1)C(C)(C)C)NC(=O)C=1N=NN(C1C)C1=C(C=CC(=C1)OC)OC)OC=1C=C(C=C(C1)C(C)(C)C)NC(=O)C=1N=NN(C1C)C1=C(C=CC(=C1)OC)OC